4-(((6-((2-(1H-pyrazol-1-yl)benzyl)amino)-9-isopropyl-9H-purin-2-yl)amino)methyl)piperidin-4-ol N1(N=CC=C1)C1=C(CNC2=C3N=CN(C3=NC(=N2)NCC2(CCNCC2)O)C(C)C)C=CC=C1